[Br-].C(CCCCCCCCCCCCCC)[N+](C)(C)CCCCCCCCCCCCCCC dipentadecyldimethylammonium bromide